C(C)C1(C(C=2C=CC=NC2CC1)=O)C=1C=2N(C=CN1)C=CN2 6-ethyl-6-(imidazo[1,2-a]pyrazin-8-yl)-5-oxo-5,6,7,8-tetrahydroquinolin